ClC1=CC=C2C(NNC2=C1)(C=1C=NC=CC1)C(C)N1N=C(C=2C1=NC(=NC2N)C)C 1-(6-chloro-1-(3-(pyridin-3-yl)-1H-indazol-3-yl)ethyl)-3,6-dimethyl-1H-pyrazolo[3,4-d]pyrimidin-4-amine